methyl (E)-4-(9-((5,6,7,8-tetrahydro-1,8-naphthyridin-2-yl)methyl)-3,9-diazaspiro[5.5]undecane-3-yl)but-2-enoate N1=C(C=CC=2CCCNC12)CN1CCC2(CCN(CC2)C/C=C/C(=O)OC)CC1